FC=1C=C(C=CC1)C1(C(C=CC=C1)C)CC#N 2-(3-fluorophenyl)-2-tolylacetonitrile